2-phenyl-imidazole cyanuric acid salt N1C(=O)NC(=O)NC1=O.C1(=CC=CC=C1)C=1NC=CN1